2-(2,6-difluorophenyl)-8-phenyl-N-(1-(1-(tetrahydro-2H-pyran-4-yl)piperidin-4-yl)-1H-pyrazol-4-yl)pyrazolo[1,5-a][1,3,5]triazin-4-amine FC1=C(C(=CC=C1)F)C1=NC=2N(C(=N1)NC=1C=NN(C1)C1CCN(CC1)C1CCOCC1)N=CC2C2=CC=CC=C2